FC(C1=NN=C(O1)C1=CC=2N(C=C1)C=C(N2)CN(C(=O)C2CN(C2)C2COC2)C2=CC=CC=C2)F N-((7-(5-(difluoromethyl)-1,3,4-oxadiazol-2-yl)imidazo[1,2-a]pyridin-2-yl)methyl)-1-(oxetan-3-yl)-N-phenylazetidine-3-carboxamide